4-oxo-6-(2-(pyrimidin-2-yl)butyl)-1-(1-(6-(trifluoromethyl)pyridin-3-yl)ethyl)-4,5-dihydro-1H-pyrazolo[3,4-d]pyrimidine-3-carbonitrile O=C1C2=C(N=C(N1)CC(CC)C1=NC=CC=N1)N(N=C2C#N)C(C)C=2C=NC(=CC2)C(F)(F)F